1-{4-[(1-methyl-1H-1,3-benzodiazol-2-yl)methyl]naphthalen-1-yl}-3-(propan-2-yl)imidazo[1,5-a]pyrazin-8-amine CN1C(=NC2=C1C=CC=C2)CC2=CC=C(C1=CC=CC=C21)C=2N=C(N1C2C(=NC=C1)N)C(C)C